FC(S(=O)(=O)OC1=C2N=CC=NC2=C(C=C1CNC(=O)OC(C)(C)C)C1=CC=C(C=C1)OC(F)(F)F)(F)F 6-(((tert-butoxycarbonyl)amino)methyl)-8-(4-(trifluoromethoxy)phenyl)quinoxalin-5-yl trifluoromethanesulfonate